(S)-2-Amino-N-(1-hydroxy-3-(1H-imidazol-4-yl)propan-2-yl)-2-methylpropanamid NC(C(=O)N[C@H](CO)CC=1N=CNC1)(C)C